CC(COC1COC1)(C)C=1C=CC=2N(C1)N=CC2I 6-[1,1-dimethyl-2-(oxetan-3-yloxy)ethyl]-3-iodo-pyrazolo[1,5-a]pyridine